1,4-dimethyloltetrabromobenzene C(O)C1=C(C(=C(C(=C1Br)Br)CO)Br)Br